C(N)(=O)C1=CC(=NC2=C1N=CN=C2N[C@@H]2CN(CCC2)C(=O)OC(C)(C)C)CC2COCC2 tert-butyl (3S)-3-({8-carbamoyl-6-[(oxolan-3-yl)methyl]pyrido[3,2-d]pyrimidin-4-yl}amino)piperidine-1-carboxylate